FC1=CC=2N(C=C1)C(=CN2)C2=C1CNC(C1=C(C=C2)NC2=NC=C(C=C2)N2C[C@@H](OCC2)[C@@H](C)O)=O 4-(7-fluoroimidazo[1,2-a]pyridin-3-yl)-7-((5-((R)-2-((R)-1-hydroxyethyl)morpholino)pyridin-2-yl)amino)isoindolin-1-one